N1(CCCCC1)C(=O)[C@@H]1CC[C@H](CC1)C(=O)NN trans-4-(piperidin-1-ylcarbonyl)cyclohexanecarboxhydrazide